C1(=CC=CC=C1)[C@@H]([C@@H]1CNC=2C(=NC=CN2)N1)NCCC1=CC=C(C#N)C=C1 4-(2-(((S)-phenyl((S)-1,2,3,4-tetrahydropyrazino[2,3-b]pyrazin-2-yl)methyl)amino)ethyl)benzonitrile